2-(1-Benzyl-4-hydroxypiperidin-4-yl)acetonitrile C(C1=CC=CC=C1)N1CCC(CC1)(O)CC#N